CN1CC(C1)(C)[C@@](C=1C=C(C=NC1)N1C(CC(C1)C=1C(=NN(C1)C)C)=O)(C1=CC=C(C=C1)C(C)C)O 1-{5-[(R)-(1,3-dimethyl-azetidin-3-yl)-hydroxy-(4-isopropyl-phenyl)-methyl]-pyridin-3-yl}-4-(1,3-dimethyl-1H-pyrazol-4-yl)-pyrrolidin-2-one